1,1,2,3,3,4,4,5,5,6,6,7,7,8,8,9,9,10,10,10-eicosafluoro-1-decene FC(=C(C(C(C(C(C(C(C(C(F)(F)F)(F)F)(F)F)(F)F)(F)F)(F)F)(F)F)(F)F)F)F